butenylenediurea C(=CCCNC(=O)N)NC(=O)N